ClC1=CC=C(C=C1)C1=CC=C(C=C1)CCC(C(=O)O)OC1=CC=C(C=C1)C(\C=C\C1=CC=CC=C1)=O 4-[4-(4-Chlorophenyl)phenyl]-2-[4-[(E)-3-phenylprop-2-enoyl]phenoxy]butanoic acid